COC1=C(C(=O)O)C=C(C=N1)C1=CC(=CC=C1)C(NC1=CC=C(C=C1)OCCC1=CC=CC=C1)=O 2-methoxy-5-(3-((4-phenethoxyphenyl)carbamoyl)-phenyl)nicotinic acid